(S)-tert-butyl(5-((tert-butyldiphenylsilyl)oxy)-1-hydroxypentan-2-yl)carbamate C(C)(C)(C)OC(N[C@H](CO)CCCO[Si](C1=CC=CC=C1)(C1=CC=CC=C1)C(C)(C)C)=O